COC=1C=C(CN(C(=S)N)C2=CC(=CC=C2)N2CCOCC2)C=CC1 1-(3-methoxybenzyl)-1-(3-morpholinophenyl)thiourea